C(CCCCCCCCCCCCCCCCC(C)C)I isoeicosyl iodide